C(C1=CC=CC=C1)OC1=NC(=CC=C1NC1=C(C(=O)O)C=C(C=C1)[N+](=O)[O-])OCC1=CC=CC=C1 2-((2,6-bis(benzyloxy)pyridin-3-yl)amino)-5-nitrobenzoic acid